1-(2-methoxy-3-methylphenyl)piperazine COC1=C(C=CC=C1C)N1CCNCC1